FC1=C(OC2=C(C=C(C=C2)C(C)(C)O)C=2C3=C(C(N(C2)C)=O)SC(=C3)C(=O)N3CCCCC3)C=CC(=C1)F 4-(2-(2,4-difluorophenoxy)-5-(2-hydroxypropan-2-yl)phenyl)-6-methyl-2-(piperidine-1-carbonyl)thieno[2,3-c]pyridin-7(6H)-one